1-(6-(methylsulfonyl)pyridin-3-yl)-1H-pyrazole-4-carbaldehyde CS(=O)(=O)C1=CC=C(C=N1)N1N=CC(=C1)C=O